tris(naphthalen-1-yl)-phosphane C1(=CC=CC2=CC=CC=C12)P(C1=CC=CC2=CC=CC=C12)C1=CC=CC2=CC=CC=C12